bicyclo[1.1.1]pentane-1,3-dicarboxylic acid [4-(1-carbamimidoyl-1,2,3,6-tetrahydro-pyridin-4-yl)-phenyl]-amide (4-guanidinomethyl-phenyl)-amide N(C(=N)N)CC1=CC=C(C=C1)NC(=O)C12CC(C1)(C2)C(=O)NC2=CC=C(C=C2)C=2CCN(CC2)C(N)=N